FC1=C(C=CC(=C1)C(F)(F)F)C1CC2(CNC2)C1 6-[2-fluoro-4-(trifluoromethyl)phenyl]-2-azaspiro[3.3]heptane